OC1=CC=C(C=C1)/C(=C(\CC)/C1=CC=CC=C1)/C1=CC=C(OCCN2CC3(C2)CC(C3)N3CCN(CC3)C=3C=C2CN(C(C2=CC3)=O)C3C(NC(CC3)=O)=O)C=C1 (Z)-3-(5-(4-(2-(2-(4-(1-(4-hydroxyphenyl)-2-phenylbut-1-en-1-yl)phenoxy)ethyl)-2-azaspiro[3.3]heptan-6-yl)piperazin-1-yl)-1-oxoisoindolin-2-yl)piperidine-2,6-dione